COC(=O)N1[C@H](CCC2=C3C(=CC=C12)N(C(=N3)CC3CCC(CC3)OC)C3CCCCC3)C (1R,4r)-4-((S)-6-(Methoxycarbonyl)-2-(((1r,4R)-4-methoxycyclohexyl)methyl)-7-methyl-6,7,8,9-tetrahydro-3H-imidazo[4,5-f]chinolin-3-yl)cyclohexan